CC1(OB(OC1(C)C)C=1C=C(C=C(C1)B1OC(C(O1)(C)C)(C)C)C1=CC(=CC(=C1)B1OC(C(O1)(C)C)(C)C)B1OC(C(O1)(C)C)(C)C)C 3,3',5,5'-tetrakis(4,4,5,5-tetramethyl-1,3,2-dioxaborolan-2-yl)-1,1'-biphenyl